BrC1=CC2=CN(N=C2C=C1Cl)C1CCC(CC1)CO ((1r,4r)-4-(5-bromo-6-chloro-2H-indazol-2-yl)cyclohexyl)methanol